BrC1=C(C=C2C(=CC(=NC2=C1O[C@@H](C)C1=CC=CC=C1)SCC)O[C@@H]1CNCC1)I (3S)-3-({7-bromo-2-(ethylsulfanyl)-6-iodo-8-[(1S)-1-phenylethoxy]quinolin-4-yl}oxy)pyrrolidine